BrC1=C(N=C(S1)N(C)C(=O)OC(C)(C)C)C(=O)OCC ethyl 5-bromo-2-[(tert-butoxycarbonyl) (methyl) amino]-1,3-thiazole-4-carboxylate